C1(CC1)C1=C(C=CC(=C1)C(F)(F)F)C1C(C2=CC=C(C=C2CC1)F)=O 2-[2-cyclopropyl-4-(trifluoromethyl)phenyl]-6-fluoro-1,2,3,4-tetrahydronaphthalen-1-one